ClC1=NC(=C(C(=C1C1=NOC(=N1)C=1C=C(C(=C(C1)[N+](=O)[O-])OCC1=CC=CC=C1)OCC1=CC=CC=C1)C)Cl)C 5-(3-(2,5-dichloro-4,6-dimethylpyridin-3-yl)-1,2,4-oxadiazol-5-yl)-2,3-dibenzyloxy-1-nitrobenzene